N-benzyl-7-isobutyl-1-(4-methoxybenzyl)-1,2,3,6,7,7a-hexahydro-3aH-3,6-methanopyrrolo[3,2-b]pyridine-3a-carboxamide C(C1=CC=CC=C1)NC(=O)C12N=CC3C(C1N(CC2C3)CC3=CC=C(C=C3)OC)CC(C)C